1-(4'-bromophenyl)-4-phenyl-3-butyn-1-ol BrC1=CC=C(C=C1)C(CC#CC1=CC=CC=C1)O